(S)-3-(1'-((2-methyl-2H-indazol-6-yl)methyl-d2)-6-oxo-6,8-dihydro-2H,7H-spiro[furo[2,3-e]isoindole-3,4'-piperidin]-7-yl)piperidine-2,6-dione formate C(=O)O.CN1N=C2C=C(C=CC2=C1)C(N1CCC2(CC1)COC1=C3CN(C(C3=CC=C12)=O)[C@@H]1C(NC(CC1)=O)=O)([2H])[2H]